C(C)(C)OC1=CC2=C(SC(=C2)C(CCC(=O)OCC)=O)C=C1OC Ethyl 4-(5-isopropoxy-6-methoxybenzo[b]thiophen-2-yl)-4-oxobutanoate